C(C(C)C)(=O)OC(C(Br)O)Br dibromo-ethylene glycol isobutyrate